2-(4-Dimethylamino-phenyl)-1H-benzoimidazole-5-carboxylic acid (4-chloro-phenyl)-amide ClC1=CC=C(C=C1)NC(=O)C1=CC2=C(NC(=N2)C2=CC=C(C=C2)N(C)C)C=C1